N-[4-Methoxy-7-(tetrahydro-pyran-4-yl)-thiazolo[4,5-c]pyridin-2-yl]-N',N'-dimethyl-terephthalamid COC1=NC=C(C2=C1N=C(S2)NC(C2=CC=C(C(=O)N(C)C)C=C2)=O)C2CCOCC2